2-(4-((1-acetyl-3-oxoindolin-2-ylidene)methyl)-2-chlorophenoxy)-acetamide C(C)(=O)N1C(C(C2=CC=CC=C12)=O)=CC1=CC(=C(OCC(=O)N)C=C1)Cl